4-((2-(((1R,2R)-2-hydroxycyclohexyl)amino)benzo[d]thiazol-6-yl)oxy)-N-methylpyridineamide O[C@H]1[C@@H](CCCC1)NC=1SC2=C(N1)C=CC(=C2)OC2=CC(=NC=C2)C(=O)NC